5-acetyl-N,1-bis(4-acetylphenyl)-2-methyl-6-oxo-1,6-dihydropyridine-3-carboxamide C(C)(=O)C1=CC(=C(N(C1=O)C1=CC=C(C=C1)C(C)=O)C)C(=O)NC1=CC=C(C=C1)C(C)=O